C-(6-methyl-pyridazin-3-yl)-methylamine CC1=CC=C(N=N1)CN